O=C1NC(CCC1OC1=CC=C(C(=O)NCC2=C(C(=O)N3CCC(CC3)C=3N=C4N(C=C(C(=C4)OC(C)C)NC(=O)C4=NC(=CC=C4)C(F)(F)F)C3)C=CC=C2)C=C1)=O N-[2-[1-[2-[[[4-[(2,6-dioxo-3-piperidyl)oxy]benzoyl]amino]methyl]benzoyl]-4-piperidyl]-7-isopropoxy-imidazo[1,2-a]pyridin-6-yl]-6-(trifluoromethyl)pyridine-2-carboxamide